NCCCNC(=O)C=1C=C2C(=NNC2=CC1)C1=NC2=C(N1)C(=CC=C2)F N-(3-aminopropyl)-3-(7-fluoro-1H-benzo[d]imidazol-2-yl)-1H-indazole-5-carboxamide